N-(4-methoxyphenyl)acetanilide COC1=CC=C(C=C1)N(C1=CC=CC=C1)C(C)=O